(R)-5-(5-(1-(3,5-Dichloropyridin-4-yl)ethoxy)-6-methoxy-1H-indazol-3-yl)-2-(1,6-diazaspiro[3.3]heptan-6-yl)nicotinonitrile ClC=1C=NC=C(C1[C@@H](C)OC=1C=C2C(=NNC2=CC1OC)C=1C=NC(=C(C#N)C1)N1CC2(CCN2)C1)Cl